C(C)C1(CCS(CC1)(=O)=O)NC(=O)C=1N=C2N(C=C(C=C2)OC2=NC=CN=C2OCC(F)(F)F)C1C N-(4-ethyl-1,1-dioxo-thian-4-yl)-3-methyl-6-[3-(2,2,2-trifluoroethoxy)pyrazin-2-yl]oxy-imidazo[1,2-a]pyridine-2-carboxamide